rac-5-methyl-N-{[4-(5-methyl-1,3-thiazol-4-yl)-2,5-dioxoimidazolidin-4-yl]methyl}-4'-(trifluoromethyl)[biphenyl]-2-carboxamide CC1=CC=C(C(=C1)C1=CC=C(C=C1)C(F)(F)F)C(=O)NC[C@@]1(NC(NC1=O)=O)C=1N=CSC1C |r|